7-[(3aS,4R,6R,6aR)-6-(Azidomethyl)-2,2-dimethyl-tetrahydro-3aH-cyclopenta[d][1,3]dioxol-4-yl]-4-chloropyrrolo[2,3-d]pyrimidine N(=[N+]=[N-])C[C@H]1C[C@H]([C@H]2[C@@H]1OC(O2)(C)C)N2C=CC1=C2N=CN=C1Cl